CC=1N=C(NC1C(=O)O)C1=C(C(=CC=C1)Cl)F 4-methyl-2-(3-chloro-2-fluorophenyl)-1H-imidazole-5-carboxylic acid